[(2S)-2-[(tert-butoxycarbonyl)amino]-3-[3-[3-(3-hydroxy-2,2-dimethylpropyl)-2-iodo-1H-indol-5-yl]-5-[(triisopropylsilyl)oxy]phenyl]propanoyl]-1,2-diazinane-3-carboxylic acid C(C)(C)(C)OC(=O)N[C@H](C(=O)N1NC(CCC1)C(=O)O)CC1=CC(=CC(=C1)O[Si](C(C)C)(C(C)C)C(C)C)C=1C=C2C(=C(NC2=CC1)I)CC(CO)(C)C